tert-butyl (2S,4S)-2-(((tert-butyldiphenylsilyl)oxy)methyl)-4-cyanoazocane-1-carboxylate [Si](C1=CC=CC=C1)(C1=CC=CC=C1)(C(C)(C)C)OC[C@H]1N(CCCC[C@@H](C1)C#N)C(=O)OC(C)(C)C